N-[5-[2-methyl-4-[[(2S)-pyrrolidin-2-yl]methoxy]pyrazol-3-yl]pyrazolo[1,5-a]pyridin-2-yl]cyclopropanecarboxamide CN1N=CC(=C1C1=CC=2N(C=C1)N=C(C2)NC(=O)C2CC2)OC[C@H]2NCCC2